N(=[N+]=[N-])CCCCCCCCCCCOC[C@H]1OC[C@@H]([C@@H]2[C@H]1OC(O2)(C)C)NC2=NC(=NC(=C2)Cl)C(F)(F)F N-((3aR,4R,7S,7aR)-4-(((11-azidoundecyl)oxy)methyl)-2,2-dimethyltetrahydro-4H-[1,3]dioxolo[4,5-c]pyran-7-yl)-6-chloro-2-(trifluoromethyl)pyrimidin-4-amine